C(C)(C)(C)OC(=O)N1CCN(CC1)[C@@H]1CC[C@H](CC1)N1N=C2C=C(C(=CC2=C1)[N+](=O)[O-])C(=O)OC methyl 2-((trans)-4-(4-(tert-butoxycarbonyl) piperazin-1-yl) cyclohexyl)-5-nitro-2H-indazole-6-carboxylate